C(C)(C)(C)OC(=O)N1C[C@H]([C@H](CC1)F)O (cis)-4-fluoro-3-hydroxypiperidine-1-carboxylic acid tert-butyl ester